bis(isopropylcyclopentadienyl)tungsten(IV) dihydride CC(C)[C]1[CH][CH][CH][CH]1.CC(C)[C]1[CH][CH][CH][CH]1.[W]